C(CCCCCCCCCCC\C=C/CCCCCCCC)C(C(=O)N)CCCCCCCCCCCCCCCC Erucylstearamid